bromo-3-ethoxy-2-fluorobenzene BrC1=C(C(=CC=C1)OCC)F